C(C=C)(=O)O.C(C=C)(=O)O.C(C=C)(=O)O.C(O)C(CCCCCCC)(CO)CO trimethyloloctane triacrylate